N1=C(C=CC=C1)CN1N=C2C3=C(CCC2=C1)OC(=C3)C(=O)NC[C@H]3OCCC3 2-(pyridin-2-ylmethyl)-N-[(2S)-tetrahydrofuran-2-ylmethyl]-4,5-dihydro-2H-furo[2,3-g]indazole-7-carboxamide